FC=1C=C(C(=NC1)C1=NSC(=C1)C(=O)OCC)B1OC(C(O1)(C)C)(C)C ethyl 3-[5-fluoro-3-(4,4,5,5-tetramethyl-1,3,2-dioxaborolan-2-yl)pyridin-2-yl]-1,2-thiazole-5-carboxylate